2-{3-[(3r,5s)-3,5-dimethylpiperazin-1-yl]-1,2,4-triazin-6-yl}-5-(5,7-dimethyl-[1,2,4]triazolo[1,5-a]pyrimidin-2-yl)phenol dihydrochloride Cl.Cl.C[C@@H]1CN(C[C@@H](N1)C)C=1N=NC(=CN1)C1=C(C=C(C=C1)C1=NN2C(N=C(C=C2C)C)=N1)O